[I].[Pb].[Cs].CN methylamine cesium lead iodine